4-[(6-bromo-3-chloro-2-pyridyl)oxymethyl]-3-fluoro-benzonitrile BrC1=CC=C(C(=N1)OCC1=C(C=C(C#N)C=C1)F)Cl